2,6-Di-tertbutylpyridine C(C)(C)(C)C1=NC(=CC=C1)C(C)(C)C